CN(C=1C=CC2=C([Si](C3=C(C2=CCCC(=O)NCCOCCOCCCCCCCl)C=CC(=C3)N(C)C)(C(C)C)C(C)C)C1)C 4-(3,7-Bis(dimethylamino)-5,5-diisopropyldibenzo[b,e]silin-10(5H)-yliden)-N-(2-(2-((6-chlorohexyl)oxy)ethoxy)ethyl)butanamid